C1(=CC=CC=C1)C1S(CCS1(=O)=O)(=O)=O 2,3-dihydro-5-phenyl-1,4-dithiol-1,1,4,4-tetraoxide